1-(1-acryloylpiperidin-4-yl)-3-(4-(4-morpholino-7H-pyrrolo[2,3-d]pyrimidin-6-yl)phenyl)urea C(C=C)(=O)N1CCC(CC1)NC(=O)NC1=CC=C(C=C1)C1=CC2=C(N=CN=C2N2CCOCC2)N1